3-amino-3-{[1-hydroxy-3-(4-hydroxyphenyl)prop-2-yl]carbamoyl}propanoic acid NC(CC(=O)O)C(NC(CO)CC1=CC=C(C=C1)O)=O